8-isocyano-2,2,14,14-tetramethyl-8-tosyl-pentadecane [N+](#[C-])C(CCCCCC(C)(C)C)(CCCCCC(C)(C)C)S(=O)(=O)C1=CC=C(C)C=C1